ClC1=CC=C(C=C1)C1=N[C@H](C2=C(C3=C1C=CC=C3)C(=NO2)C)CC(=O)N ((4S)-6-(4-CHLOROPHENYL)-1-METHYL-4H-BENZO[C]ISOXAZOLO[4,5-E]AZEPIN-4-YL)ACETAMIDE